C(C)(C)(C)C12CN(CC(CC1)N2C(=O)OCC(CO)(C(OC(C(CO)(CO)CO)C2=C(C=C(C=C2)C(C)(C)C)C(C)(C)C)C2=C(C=C(C=C2)C(C)(C)C)C(C)(C)C)CO)C=2C1=C(N=C(N2)OCCO)C(=C(N=C1)Cl)F bis(2,4-di-tert-butylphenyl)dipentaerythritol tert-butyl-3-[7-chloro-8-fluoro-2-(2-hydroxyethoxy)pyrido[4,3-d]pyrimidin-4-yl]-3,8-diazabicyclo[3.2.1]octane-8-carboxylate